tert-Butyl 7-({1-[3-({4-[(tert-butoxy)carbonyl]phenyl}methoxy)propyl]-4-methyl-1H-1,2,3-benzotriazol-5-yl}(hydroxy)methyl)-1,2,3,4-tetrahydroisoquinoline-2-carboxylate C(C)(C)(C)OC(=O)C1=CC=C(C=C1)COCCCN1N=NC2=C1C=CC(=C2C)C(C2=CC=C1CCN(CC1=C2)C(=O)OC(C)(C)C)O